(1-methyl-1H-1,2,3-triazol-4-yl)methanol CN1N=NC(=C1)CO